CN1N=CC(=C1)[C@H]1[C@@H](CNC1)NC(OC(C)(C)C)=O tert-butyl (trans-4-(1-methyl-1H-pyrazol-4-yl)pyrrolidin-3-yl)carbamate